2-((6-((1-ethyl-1H-pyrazol-3-yl)oxy)pyridin-3-yl)amino)-6-(3H-imidazo[4,5-b]pyridin-2-yl)-8-methylpyrido[2,3-d]pyrimidin-7(8H)-one C(C)N1N=C(C=C1)OC1=CC=C(C=N1)NC=1N=CC2=C(N1)N(C(C(=C2)C2=NC=1C(=NC=CC1)N2)=O)C